4-(((6-amino-9-(3-(hydroxymethyl)benzyl)-9H-purin-2-yl)oxy)methyl)pyridine-3-ol NC1=C2N=CN(C2=NC(=N1)OCC1=C(C=NC=C1)O)CC1=CC(=CC=C1)CO